5,7-dichloro-6-(2-chloroethoxy)-1-(1H-indazol-5-yl)-1,2,3,4-tetrahydroquinoline ClC1=C2CCCN(C2=CC(=C1OCCCl)Cl)C=1C=C2C=NNC2=CC1